COC(C(CC)(CC)NC(=O)C1=NC=C(C(=C1)C1=CC=C(C=C1)Cl)OCC1CC1)=O 2-[[4-(4-chlorophenyl)-5-(cyclopropylmethoxy)pyridine-2-carbonyl]amino]-2-ethylbutanoic acid methyl ester